CON(CCC(=O)C1(CC1)C(F)(F)F)C 3-[methoxy(methyl)amino]-1-[1-(trifluoromethyl)cyclopropyl]propan-1-one